C(C=C)(=O)N1[C@H]([C@@H](OCC1)C1=CC(=NC(=C1)Cl)C1=CC(=NC=N1)C(=O)NC)CO |r| racemic-trans-6-(4-(4-acryloyl-3-(hydroxymethyl)morpholin-2-yl)-6-chloropyridin-2-yl)-N-methylpyrimidine-4-carboxamide